4-Chloro-N-((R)-2-(((S)-5,11-dioxo-10,11-dihydro-1H,3H,5H-spiro[benzo[d]pyrazolo[1,2-a][1,2]diazepine-2,1'-cyclopropan]-10-yl)carbamoyl)butyl)thiazole-5-carboxamide ClC=1N=CSC1C(=O)NC[C@@H](CC)C(N[C@H]1C2=C(C(N3N(C1=O)CC1(CC1)C3)=O)C=CC=C2)=O